C1(CCC1)C=CB1OC(C(O1)(C)C)(C)C 2-(2-Cyclobutylvinyl)-4,4,5,5-tetramethyl-1,3,2-dioxaborolane